C(C1=CC=CC=C1)OC(=O)C=1C(=NN2C1OCCC2)Br 2-bromo-6,7-dihydro-5H-pyrazolo[5,1-b][1,3]oxazine-3-carboxylic acid benzyl ester